NC=1C=C(C=CC1F)C(C=1C=C(C#N)C=CC1)NCC1CC1 (+)-3-((3-amino-4-fluorophenyl)(cyclopropylmethylamino)methyl)benzonitrile